C(CCC)(=O)OC[C@H]1N(C[C@@H]([C@H]([C@@H]1OC(CCC)=O)OC(CCC)=O)OC(CCC)=O)CCCC [(2R,3R,4R,5S)-3,4,5-tri(butanoyloxy)-1-butylpiperidin-2-yl]methyl butanoate